NC=1N=NC(=CC1N1CC2CCC(C1)N2C2=CC=C(C=C2)C2CCN(CC2)C2CC1(C2)CC(C1)C(=O)O)C1=C(C=CC=C1)O 2-[4-[4-[3-[3-amino-6-(2-hydroxyphenyl)pyridazin-4-yl]-3,8-diazabicyclo[3.2.1]octan-8-yl]phenyl]-1-piperidyl]spiro[3.3]heptane-6-carboxylic acid